(S)-(5-fluoro-2-(2-methoxy-7-methylquinoxalin-5-yl)-7-methyl-7,8-dihydrobenzofuro[5,4-d]thiazol-7-yl) methyl phosphate P(=O)(O[C@@]1(OC2=C(C1)C1=C(N=C(S1)C1=C3N=CC(=NC3=CC(=C1)C)OC)C=C2F)C)(OC)[O-]